N-(2-cyclopropyl-3-(2,4-difluorophenyl)-2-methylpropyl)-1-methyl-5-oxo-4,5-dihydro-1H-1,2,4-triazole-3-carboxamide C1(CC1)C(CNC(=O)C1=NN(C(N1)=O)C)(CC1=C(C=C(C=C1)F)F)C